3-(3-((5-(difluoromethyl)-2-((2-ethyl-4-((1R,5S)-8-methyl-3,8-diazabicyclo[3.2.1]octan-3-yl)phenyl)amino)pyrimidin-4-yl)amino)propyl)-1,3-oxazepan-2-one FC(C=1C(=NC(=NC1)NC1=C(C=C(C=C1)N1C[C@H]2CC[C@@H](C1)N2C)CC)NCCCN2C(OCCCC2)=O)F